CC=1C=C(C=CC1OC1=CC2=C(N(C=N2)C)C=C1)NC1=NC=NC=C1C=1OC=C(N1)C(=O)OC methyl 2-(4-((3-methyl-4-((1-methyl-1H-benzimidazol-5-yl)oxy)phenyl)amino)pyrimidin-5-yl)oxazole-4-carboxylate